The molecule is a ketoaldonic acid that is the 2-dehydro-3-deoxy derivative of L-galactonic acid. It is a hexonic acid and a ketoaldonic acid. It is a conjugate acid of a 2-keto-3-deoxy-L-galactonate. It is an enantiomer of a 2-dehydro-3-deoxy-D-galactonic acid. C([C@@H]([C@H](CO)O)O)C(=O)C(=O)O